NC[C@]1(OC2=C(C1)C(=C(C=C2)Cl)C2=C(OCCN)C=CC=C2F)C2=CC=CC=C2 2-(2-((2R,4R)-2-(Aminomethyl)-5-chloro-2-phenyl-2,3-dihydrobenzofuran-4-yl)-3-fluorophenoxy)ethanamine